N1=C(C=CC=C1)C1(CCOC2(CCCC2)C1)CCN 9-(pyridin-2-yl)-6-oxaspiro[4.5]dec-9-ylethylamine